FC=1C=CC(=C(C1)[C@@H]1N(CCC1)C=1C=CC=2N(N1)C(=CN2)C(=O)NC2CN(C2)CC2=CC(=C(C=C2)F)O)SC 6-[(2R)-2-[5-fluoro-2-(methylsulfanyl)phenyl]pyrrolidin-1-yl]-N-{1-[(4-fluoro-3-hydroxyphenyl)methyl]azetidin-3-yl}imidazo[1,2-b]pyridazine-3-carboxamide